(S or R)-3-(3,4-dimethylphenyl)-8-((1,1-dioxido-2,3-dihydrothiophen-3-yl)amino)isoquinolin-1(2H)-one CC=1C=C(C=CC1C)C=1NC(C2=C(C=CC=C2C1)N[C@@H]1CS(C=C1)(=O)=O)=O |o1:19|